[N+](=O)([O-])C1=CC=C(C=C1)CC(C=O)NC(OC(C)(C)C)=O tert-Butyl (1-(4-nitrophenyl)-3-oxopropan-2-yl)carbamate